BrC=1C=C2N(C(C=3N(C2=CC1C)C=CN3)=O)C=3C(=NC=CC3)C 7-Bromo-8-methyl-5-(2-methylpyridin-3-yl)imidazo[1,2-a]Quinoxaline-4(5H)-on